COC(=O)C1=NC(=CC(=C1N)C)C1=CC(=CC=C1)I 3-amino-6-(3-iodophenyl)-4-methylpyridinecarboxylic acid methyl ester